3-(1H-imidazol-1-yl)-N-(2-methylpiperidin-4-yl)benzamide N1(C=NC=C1)C=1C=C(C(=O)NC2CC(NCC2)C)C=CC1